(6R)-6-(aminomethyl)-2,2-dimethylmorpholine-4-carboxylic acid tert-butyl ester C(C)(C)(C)OC(=O)N1CC(O[C@@H](C1)CN)(C)C